((1-(5-((2-(azetidin-3-ylamino)-3-chloropyridin-4-yl)thio)pyrazin-2-yl)-4-methylpiperidin-4-yl)methyl)carbamic acid tert-butyl ester C(C)(C)(C)OC(NCC1(CCN(CC1)C1=NC=C(N=C1)SC1=C(C(=NC=C1)NC1CNC1)Cl)C)=O